FC1=CC=C(C=C1)C=1C=C(N2C1C1=CC(=C(C=C1CC2)OC)C=2N=NN(N2)C)C(=O)N2[C@@](CCC2)([C@H](C(F)(F)F)O)C [1-(4-fluorophenyl)-8-methoxy-9-(2-methyltetrazol-5-yl)-5,6-dihydropyrrolo[2,1-a]isoquinolin-3-yl]-[(2S)-2-methyl-2-[(1R)-2,2,2-trifluoro-1-hydroxy-ethyl]pyrrolidin-1-yl]methanone